ClC1=CN=C2C(=N1)N(C(=N2)C2=NC(=CC=C2)OCC)C2=C(C=CC=C2OC)OC C6-chloro-1-(2,6-dimethoxyphenyl)-2-(6-ethoxypyridin-2-yl)-1H-imidazo[4,5-b]pyrazine